ClC=1C=NC=C(C1C1(CC1)C(=O)O)C#N 1-(3-chloro-5-cyanopyridin-4-yl)cyclopropane-1-carboxylic acid